(S)-1-(3-(4-amino-3-((4,6-difluoro-1-methyl-1H-benzo[d]imidazol-5-yl)ethynyl)-7-(thiazol-4-yl)-1H-pyrazolo[4,3-c]pyridin-1-yl)pyrrolidin-1-yl)prop-2-en-1-one NC1=NC=C(C2=C1C(=NN2[C@@H]2CN(CC2)C(C=C)=O)C#CC2=C(C1=C(N(C=N1)C)C=C2F)F)C=2N=CSC2